COC1=C(C=C(C=C1)I)OC 3,4-dimethoxyiodobenzene